BrC=1C=C(C(=NC1)N)C=1C=NNC1 5-bromo-3-(1H-pyrazole-4-yl)pyridin-2-amine